C1(=CCCCCC1)C1=NN2C(N(C(=C(C2=O)N2CCNCC2)CC)CC(=O)NC2=C(C=C(C=C2)C(F)(F)F)F)=N1 2-(2-(cyclohept-1-en-1-yl)-5-ethyl-7-oxo-6-(piperazin-1-yl)-[1,2,4]triazolo[1,5-a]pyrimidin-4(7H)-yl)-N-(2-fluoro-4-(trifluoromethyl)phenyl)acetamide